(S)-6-(1-amino-1,3-dihydrospiro[indene-2,4'-piperidine]-1'-yl)-3-(8,8-dimethyl-2-(trifluoromethyl)-7,8-dihydroquinolin-5-yl)-1,5-dihydro-4H-pyrazolo[3,4-d]pyrimidin-4-one N[C@@H]1C2=CC=CC=C2CC12CCN(CC2)C=2NC(C1=C(N2)NN=C1C=1C=2C=CC(=NC2C(CC1)(C)C)C(F)(F)F)=O